N-({1-[(2,2-dimethylpropionyl)oxy]ethoxy}carbonyl)-5-oxo-L-norleucine 1-methylethyl ester CC(C)OC([C@@H](NC(=O)OC(C)OC(C(C)(C)C)=O)CCC(C)=O)=O